(2,2,2-trifluoroethyl)acetamide FC(CCC(=O)N)(F)F